O(C(=O)CCCCCCCCC)CCCCCCCCCCCCCCCCCCCCCC docosyl caprate